5-(2-chlorophenoxy)-3-((2-(pyridin-2-yl)ethyl)amino)-4H-benzo[e][1,2,4]thiadiazine 1,1-dioxide ClC1=C(OC2=CC=CC3=C2NC(=NS3(=O)=O)NCCC3=NC=CC=C3)C=CC=C1